(S)-N-(4-AMINO-3,4-DIOXO-1-PHENYLBUTAN-2-YL)-1-PHENYL-1H-IMIDAZOLE-2-CARBOXAMIDE NC(C([C@H](CC1=CC=CC=C1)NC(=O)C=1N(C=CN1)C1=CC=CC=C1)=O)=O